5-((1-(4-(1,6-Diazaspiro[3.3]heptan-6-yl)phenyl)-1H-imidazol-4-yl)amino)pyrazine-2-carbonitrile N1CCC12CN(C2)C2=CC=C(C=C2)N2C=NC(=C2)NC=2N=CC(=NC2)C#N